N-BOC-(R)-valine C(=O)(OC(C)(C)C)N[C@H](C(C)C)C(=O)O